N-(9,9-dimethyl-9H-fluoren-2-yl)-9,9'-spirobi[fluorene]-4-amine-d30 CC1(C2=CC=CC=C2C=2C=CC(=CC12)NC1(C(C(C(C2(C3(C4(C(C(C(C(C4(C12[2H])[2H])([2H])[2H])([2H])[2H])([2H])[2H])([2H])[2H])[2H])C1=CC=CC(C1(C1(C(C(C(C(C13)([2H])[2H])([2H])[2H])([2H])[2H])([2H])[2H])[2H])[2H])[2H])[2H])([2H])[2H])([2H])[2H])([2H])[2H])[2H])C